1,1-difluoro-N-((6S,7S)-6-((2-fluoro-[1,1'-biphenyl]-3-yl)methyl)-5-((S)-2-fluoropropanoyl)-5-azaspiro[2.4]heptan-7-yl)methanesulfonamide FC(S(=O)(=O)N[C@@H]1[C@@H](N(CC12CC2)C([C@H](C)F)=O)CC=2C(=C(C=CC2)C2=CC=CC=C2)F)F